N-(5-((2-(2,2-dimethylpyrrolidin-1-yl)ethyl)carbamoyl)-2-methylpyridin-3-yl)-2-(6-oxo-1,6-dihydropyridin-3-yl)pyrazolo[5,1-b]thiazole-7-carboxamide CC1(N(CCC1)CCNC(=O)C=1C=C(C(=NC1)C)NC(=O)C=1C=NN2C1SC(=C2)C2=CNC(C=C2)=O)C